6-chloro-5-methyl-2-piperidin-4-yl-1,3-benzoxazole ClC1=CC2=C(N=C(O2)C2CCNCC2)C=C1C